4-(4-([1,2,4]Triazolo[4,3-a]pyridin-5-yl)phenyl)-N-(2-ethynylthiazol-4-yl)-piperazine-1-carboxamide N=1N=CN2C1C=CC=C2C2=CC=C(C=C2)N2CCN(CC2)C(=O)NC=2N=C(SC2)C#C